(E)-1-(3-ethyl-4-(hydroxymethyl)phenyl)ethan-1-one oxime C(C)C=1C=C(C=CC1CO)/C(/C)=N/O